ClC=1C=C2C(=NC1)N(N=C2N2CC(CC2)NC(C=C)=O)C2=CC=C(C=C2)C(F)(F)F N-(1-(5-chloro-1-(4-(trifluoromethyl)phenyl)-1H-pyrazolo[3,4-b]pyridin-3-yl)pyrrolidin-3-yl)acrylamide